BrC=1C=C2CC(NC2=CC1)=O 5-bromo-1,3-dihydro-indol-2-one